3',4',5-trihydroxyflavone OC=1C=C(C=2OC3=CC=CC(=C3C(C2)=O)O)C=CC1O